ethyl 6-bromo-2-chloronicotinate BrC1=NC(=C(C(=O)OCC)C=C1)Cl